3-benzoyl-α-methylbenzeneacetate C(C1=CC=CC=C1)(=O)C=1C=C(C=CC1)C(C(=O)[O-])C